N1(CCCCC1)CCCOC1=CC=C(C=C1)C=1OC2=C(C(C1)=O)C(=CC=C2)OC 2-(4-(3-(piperidin-1-yl)propoxy)phenyl)-5-methoxy-4H-benzopyran-4-one